C(CCC)OC(=O)C=1C2=C(OC1C)C1=CC=CC=C1C(=C2)NS(=O)(=O)C2=C(C=C(C(=C2)C)C)C 2-methyl-5-(2,4,5-trimethylphenylsulfonamido)naphtho[1,2-b]furan-3-carboxylic acid butyl ester